S1(CCC(CC1)=O)(=O)=O tetrahydro-4H-thiopyran-4-one 1,1-dioxide